N-((8-(4-(trifluoromethyl)phenoxy)imidazo[1,2-a]pyrazin-6-yl)methyl)acrylamide FC(C1=CC=C(OC=2C=3N(C=C(N2)CNC(C=C)=O)C=CN3)C=C1)(F)F